CS(=O)(=O)O.ClC=1C(=C(C=CC1)NC(=O)C1=CC(=CC=2NC(=NC21)C2(CC2)C)NC(=O)C2=C(C=CC=C2)C(F)(F)F)C N-(3-chloro-2-methylphenyl)-2-(1-methylcyclopropyl)-6-({[2-(trifluoromethyl)phenyl]carbonyl}amino)-1H-benzimidazole-4-carboxamide methanesulfonate